FC1=CC=C(CN2C(C3=CC=C(C=C3CC2)O)=O)C=C1 2-(4-fluorobenzyl)-6-hydroxy-3,4-dihydroisoquinolin-1(2H)-one